COC=1C=C2CCNCC2=CC1NC1=NC=C(C(=N1)NC1CCN(CC1)C(C)=O)C(F)(F)F 1-[4-[[2-[(6-Methoxy-1,2,3,4-tetrahydroisoquinolin-7-yl)amino]-5-(trifluoromethyl)pyrimidin-4-yl]amino]-1-piperidyl]ethanone